NC1=NC2=C(N1CC1(CC1)CCCOC1=C(C=NN1C)C1=CC(=CN(C1=O)C)C(=O)OC)C=C(C=C2)Br methyl 5-[5-(3-{1-[(2-amino-6-bromo-1,3-benzodiazol-1-yl) methyl] cyclopropyl} propoxy)-1-methylpyrazol-4-yl]-1-methyl-6-oxopyridine-3-carboxylate